C[C@H]1[C@H]([C@H]([C@@H]([C@@H](O1)O[C@@H]2[C@H]([C@H]([C@H](O[C@H]2O[C@H]3[C@H]([C@H](O[C@H]([C@@H]3O)O)CO)O)CO)O)O[C@@H]4[C@@H]([C@H]([C@H]([C@H](O4)CO)O)O)NC(=O)C)O)O)O The molecule is a branched amino tetrasaccharide consisting of beta-D-galactose at the reducing end having an N-acetyl-alpha-D-galactosaminyl-(1->3)-[alpha-L-fucosyl-(1->2)]-beta-D-galactosyl moiety attached at the 3-position. It is an amino tetrasaccharide and a galactosamine oligosaccharide.